C[N+]1=C(C=CC=C1)C N-Methyl-Picolinium